N-(2-fluoro-4-methyl-5-(2-(oxetan-3-ylamino)-8,9-dihydroimidazo[1',2':1,6]pyrido[2,3-d]pyrimidin-6-yl)phenyl)-6-(trifluoromethyl)pyridineamide FC1=C(C=C(C(=C1)C)C1=CC2=C(N=C(N=C2)NC2COC2)N2C1=NCC2)NC(=O)C2=NC(=CC=C2)C(F)(F)F